ClC1=CC=CC(=N1)N[C@@H]1CC[C@@H](C12CCCC2)O (1S,4R)-4-((6-chloropyridin-2-yl)amino)spiro[4.4]nonan-1-ol